2-(1-cyclopropyl-2-hydroxy-2-methylpropyl)-7-(4-(3-methylisoxazol-5-yl)phenyl)isoindolin-1-one C1(CC1)C(C(C)(C)O)N1C(C2=C(C=CC=C2C1)C1=CC=C(C=C1)C1=CC(=NO1)C)=O